BrC1=CC=C(C=C1)[C@H](CO)O (R)-1-(4-bromophenyl)ethane-1,2-diol